C12COCC(C=C(C1)OS(=O)(=O)C(F)(F)F)C21OCCO1.ClC1=CC=C(COC2=CC(=C(C=C2)C#CC(=C)C(F)(F)F)OCOC)C=C1 4-((4-chlorobenzyl)oxy)-2-(methoxymethoxy)-1-(3-(trifluoromethyl)but-3-en-1-ynyl)benzene spiro[1,3-dioxolane-2,9'-3-oxabicyclo[3.3.1]non-6-ene]-7'-yl-trifluoromethanesulfonate